4-(1-(7-Bromoquinoxalin-2-yl)azetidin-3-yl)morpholine tert-butyl-N-[1-(2-bromo-3-chloro-phenyl)-4-piperidyl]carbamate C(C)(C)(C)OC(NC1CCN(CC1)C1=C(C(=CC=C1)Cl)Br)=O.BrC1=CC=C2N=CC(=NC2=C1)N1CC(C1)N1CCOCC1